FC(CC1=CNC2=CC=C(C=C12)C=1CCN(CC1)C(=O)OC(C)(C)C)F tert-butyl 4-(3-(2,2-difluoroethyl)-1H-indol-5-yl)-3,6-dihydropyridine-1(2H)-carboxylate